6-((4-((tert-butyldiphenylsilyl)-oxy)butyl)amino)-11-((2-((3-cyclohexylpropanoyl)oxy)-octyl)thio)-undecyl 2-hexyldecanoate C(CCCCC)C(C(=O)OCCCCCC(CCCCCSCC(CCCCCC)OC(CCC1CCCCC1)=O)NCCCCO[Si](C1=CC=CC=C1)(C1=CC=CC=C1)C(C)(C)C)CCCCCCCC